N[C@H]1CN(CCC1)C1=C2C(=NC=C1)N(C(=N2)C2=CC(=C(C#N)C=C2)F)C2=C(C=C(C=C2)C)F (R)-4-(7-(3-aminopiperidin-1-yl)-3-(2-fluoro-4-methylphenyl)-3H-imidazo[4,5-b]pyridin-2-yl)-2-fluorobenzonitrile